2-fluoro-4-methyl-5-[[2-[(2-methylpropan-2-yl)oxycarbonylamino]-1,3-thiazole-5-carbonyl]amino]benzoic acid FC1=C(C(=O)O)C=C(C(=C1)C)NC(=O)C1=CN=C(S1)NC(=O)OC(C)(C)C